5-chloro-4-(chloromethyl)-3-fluoro-2-methoxypyridine ClC=1C(=C(C(=NC1)OC)F)CCl